BrC=1N=C(C(=NC1)N(C(OC(C)(C)C)=O)C(=O)OC(C)(C)C)C#C tert-butyl (5-bromo-3-ethynyl-2-pyrazinyl)(tert-butyloxycarbonyl)carbamate